cyclohexenetetrol C1(C(C=CCC1)(O)O)(O)O